Methyl 3-((5-bromo-2-fluorophenyl)amino)propanoate BrC=1C=CC(=C(C1)NCCC(=O)OC)F